CN(S(=O)(=O)NC1=C(C(=O)NC23CC(C2)(C3)C(F)(F)F)C=C(C=C1)C(F)(F)F)C ((N,N-Dimethylsulfamoyl)amino)-5-(trifluoromethyl)-N-(3-(trifluoromethyl)bicyclo[1.1.1]pentan-1-yl)benzamide